C(C=C)(=O)OCC1=CC(NC(N1)=O)=O 6-(acryloxymethyl)uracil